O1C(CCCC1)OCC12COC(CC1)(CC2)C(C)O 1-(4-(((Tetrahydro-2H-pyran-2-yl)oxy)methyl)-2-oxabicyclo[2.2.2]octan-1-yl)ethan-1-ol